C(C)(=O)O.CCCCCCCCCCC\C=C\C trans-9-trans-12-tetradecene acetate